[4-iodo-5-methyl-1-(2-trimethylsilylethoxymethyl)pyrazol-3-yl]methanol IC=1C(=NN(C1C)COCC[Si](C)(C)C)CO